3,5,7,8-tetrahydroxy-2-(4-hydroxyphenyl)chromen-4-one OC1=C(OC2=C(C(=CC(=C2C1=O)O)O)O)C1=CC=C(C=C1)O